The molecule is an organic anion obtained by deprotonation of the malonyl carboxy as well as the 5- and 7-hydroxy groups of delphinidin 3-O-(6''-O-malonyl)-beta-D-glucoside. It is the major microspecies at pH 7.3 (according to Marvin v 6.2.0.). It is a conjugate base of a delphinidin-5-olate 3-O-(6''-O-carboxylatoacetyl)-beta-D-glucoside(1-). C1=C(C=C(C(=C1O)[O-])O)C2=C(C=C3C(=CC(=O)C=C3O2)O)O[C@H]4[C@@H]([C@H]([C@@H]([C@H](O4)COC(=O)CC(=O)[O-])O)O)O